4-(bromomethyl)-1-naphthonitrile BrCC1=CC=C(C2=CC=CC=C12)C#N